BrC1=C(C=CC(=C1)C(=O)O)C1=CC=CC=C1 bromo[1,1'-biphenyl]-4-carboxylic acid